2-chloro-3-(5,5-dimethyl-4H-isoxazol-3-yl)-5-fluoro-benzoic acid methyl ester COC(C1=C(C(=CC(=C1)F)C1=NOC(C1)(C)C)Cl)=O